bis[4-(vinyloxy) butyl] adipate C(CCCCC(=O)OCCCCOC=C)(=O)OCCCCOC=C